(R)-(4-(4-(difluoromethyl)pyrazolo[1,5-a]pyridin-2-yl)-6,7-dihydro-1H-imidazo[4,5-c]pyridin-5(4H)-yl)(5-(6-methylpyridin-2-yl)-1,3,4-oxadiazol-2-yl)methanone FC(C=1C=2N(C=CC1)N=C(C2)[C@@H]2N(CCC1=C2N=CN1)C(=O)C=1OC(=NN1)C1=NC(=CC=C1)C)F